FC1(CC1C)F 2,2-difluoro-3-methylcyclopropane